C(C)(C)(C)C1=C(C(=CC(=C1)O)C(C)(C)C)C(O)(C(CO)(CO)CO)C1=C(C=C(C=C1C(C)(C)C)O)C(C)(C)C bis(2,6-di-tert-butyl-4-hydroxyphenyl)pentaerythritol